C(C)(=O)CCC1=CC(=CC(=C1O)C(C)=O)C 2,6-diacetylethyl-p-cresol